COC1=NC=C(C=C1C(=O)N)NC(C(=O)N1[C@@H](CC[C@H](C1)C)C1=CC=CC=C1)=O methoxy-5-[[2-[(2S,5R)-5-methyl-2-phenyl-1-piperidyl]-2-oxo-acetyl]amino]pyridine-3-carboxamide